3-(4-chloro-5-fluoropyrimidin-2-yl)-5-fluoro-1-(2-fluorobenzyl)-1H-pyrazolo[3,4-b]pyridine ClC1=NC(=NC=C1F)C1=NN(C2=NC=C(C=C21)F)CC2=C(C=CC=C2)F